[NH3+][C@@H](CCCCN)C(=O)O Lysinium